3-fluoro-5-(1H-pyrazol-4-yl)phenol FC=1C=C(C=C(C1)C=1C=NNC1)O